N1N=NC2=C1CCC(C2)C=O (4,5,6,7-tetrahydro-1H-benzo[d][1,2,3]triazol-5-yl)methanone